2-((E)-((E)-4-((E)-3-(4-chlorophenyl)acryloyloxy)-3-methoxybenzylidene)amino)-3-methylpentanoic acid ClC1=CC=C(C=C1)/C=C/C(=O)OC1=C(C=C(\C=N\C(C(=O)O)C(CC)C)C=C1)OC